S1C(=NC2=C1C=CC=C2)C2=CC=C(C=C2)NC2=CC=C(C=C2)C=2C1=CC=CC=C1C=1C=CC=CC1C2 4-(benzothiazol-2-yl)phenyl-{4-(phenanthren-9-yl)phenyl}amine